C(C)OC(=O)C=1C(=CC(=C(C1)B(O)O)F)C [5-(ethoxycarbonyl)-2-fluoro-4-methylphenyl]boronic acid